C1(=CC=CC=C1)OP(OC1=CC=CC=C1)(=O)N1C(C1)C Diphenyl(2-Methylaziridin-1-Yl)Phosphonate